(R)-3-hydroxy-N,N-dimethyl-3-(pyridin-3-yl)propionamide O[C@H](CC(=O)N(C)C)C=1C=NC=CC1